2-(benzo[d][1,3]dioxol-2-yl)-1-(3-methoxyphenyl)ethan-1-one O1C(OC2=C1C=CC=C2)CC(=O)C2=CC(=CC=C2)OC